N-(2-acetamidoethyl)-1-(5-nitro-2-pyridinyl)piperidine-4-carboxamide C(C)(=O)NCCNC(=O)C1CCN(CC1)C1=NC=C(C=C1)[N+](=O)[O-]